(S)-3-(4-(2-((tert-butoxycarbonyl)amino)-2-(4,4-difluorocyclohexyl)-acetamido)-phenyl)-2-methyl-4-(trifluoromethyl)pyridine 1-oxide C(C)(C)(C)OC(=O)N[C@H](C(=O)NC1=CC=C(C=C1)C=1C(=[N+](C=CC1C(F)(F)F)[O-])C)C1CCC(CC1)(F)F